C1(CC1)CN1C(CC(CC1)=O)=O 1-(cyclopropylmethyl)piperidine-2,4-dione